4-[6-(1-benzyloxycarbonyl-3,6-dihydro-2H-pyridin-4-yl)-3-pyridinyl]piperazine-1-carboxylic acid tert-butyl ester C(C)(C)(C)OC(=O)N1CCN(CC1)C=1C=NC(=CC1)C=1CCN(CC1)C(=O)OCC1=CC=CC=C1